C1(CCCCC1)C(CC1OC(C2=C(S1)C=CC=C2)=O)=O 2-(2-cyclohexyl-2-oxoethyl)-4H-benzo[d][1,3]oxathiin-4-one